2-methyl-N-(4-(1-methyl-5-(N-methylbenzamido)-1H-pyrazol-3-yl)phenyl)nicotinamide CC1=C(C(=O)NC2=CC=C(C=C2)C2=NN(C(=C2)N(C(C2=CC=CC=C2)=O)C)C)C=CC=N1